NC1=CC(=NC2=C1OCCN2C(=O)OC(C)(C)C)C2=NC(=CC=C2)C tert-butyl 8-amino-6-(6-methylpyridin-2-yl)-2H,3H,4H-pyrido[3,2-b][1,4]oxazine-4-carboxylate